4-((oxetan-3-yl)amino)-2-(((S)-2,3,4,5-tetrahydro-3-hydroxybenzo[b][1,4]oxazepin-7-yl)amino)pyrimidine-5-carboxamide O1CC(C1)NC1=NC(=NC=C1C(=O)N)NC1=CC2=C(OC[C@H](CN2)O)C=C1